ClC1=C(CN2CC3C(C2)CN(C3)C(=O)N3N=C(C=C3)C(=O)NC)C=C(C=C1)Cl 1-(5-(2,5-dichlorobenzyl)octahydropyrrolo[3,4-c]pyrrole-2-carbonyl)-N-methyl-1H-pyrazole-3-carboxamide